FC1=C(C(=C2C=CNC2=C1C)CN1N=C2N=C(C=CC2=C1)C#N)OC 2-((6-fluoro-5-methoxy-7-methyl-1H-indol-4-yl)methyl)-2H-pyrazolo[3,4-b]pyridine-6-carbonitrile